C1(CC1)C=1C(=NC=C(C1)NC(C(N(CC1=NC=C(C=C1)C(F)(F)F)[C@@H]1CCC2=CC=CC=C12)=O)=O)NC(OC(C)(C)C)=O tert-butyl N-[3-cyclopropyl-5-[[2-oxo-2-[[(1R)-indan-1-yl]-[[5-(trifluoromethyl)-2-pyridyl]methyl]amino]acetyl]amino]-2-pyridyl]carbamate